C(C)C1=CC=C(C=C1)C1=NOC(=N1)S 3-(4-ethylphenyl)-1,2,4-oxadiazole-5-thiol